C(C)N1CN(C=2N(C(N(C)C(C12)=O)=O)C)C 7-ethyl-9-methyl-theophylline